N,N-dimethyl-4-[6-[(1r,3r)-3-(piperidin-4-yloxy)cyclobutoxy]-1,3-benzothiazol-2-yl]aniline trifluoroacetic acid salt FC(C(=O)O)(F)F.CN(C1=CC=C(C=C1)C=1SC2=C(N1)C=CC(=C2)OC2CC(C2)OC2CCNCC2)C